(S)-4-((3-amino-5-(4-amino-2-oxa-8-azaspiro[4.5]decan-8-yl)pyrazin-2-yl)thio)-3,3-difluoro-1H-pyrrolo[2,3-b]pyridin-2(3H)-one NC=1C(=NC=C(N1)N1CCC2([C@@H](COC2)N)CC1)SC1=C2C(=NC=C1)NC(C2(F)F)=O